C(C)(C)[C@H]1N=C(CN=C1OC)OC R-2-isopropyl-3,6-dimethoxy-2,5-dihydro-pyrazine